(R)-1-(7-(4-fluoro-2-methylbenzoyl)-8-Methyl-3-(3-methyl-1,2,4-thiadiazol-5-yl)-5,6,7,8-tetrahydroimidazo[1,5-a]pyrazine-1-yl)pyrrolidin-2-one FC1=CC(=C(C(=O)N2[C@@H](C=3N(CC2)C(=NC3N3C(CCC3)=O)C3=NC(=NS3)C)C)C=C1)C